5-methoxy-1,3-cyclohexadiene COC1C=CC=CC1